nonadecyl laurate C(CCCCCCCCCCC)(=O)OCCCCCCCCCCCCCCCCCCC